ClC=1C(C=CC(C1)=O)=O 2-chlorocyclohexane-2,5-diene-1,4-dione